FC1=C(C(=NC=C1)C)C=O 4-FLUORO-2-METHYL-PYRIDINE-3-CARBALDEHYDE